2,2-dimethyl-1-(7-((4-(4-(trifluoromethyl)piperidin-1-yl)phenyl)amino)-2,3-dihydro-4H-benzo[b][1,4]oxazin-4-yl)propan-1-one CC(C(=O)N1C2=C(OCC1)C=C(C=C2)NC2=CC=C(C=C2)N2CCC(CC2)C(F)(F)F)(C)C